5-(2-aminopyridin-4-yl)-N-((1-(piperidin-4-yl)-1H-pyrazol-5-yl)methyl)-7H-pyrrolo[2,3-d]pyrimidin-4-amine NC1=NC=CC(=C1)C1=CNC=2N=CN=C(C21)NCC2=CC=NN2C2CCNCC2